BrC1=CC2=C(C(=NO2)C(=O)O)C=C1 6-bromobenzo[d]isoxazole-3-carboxylic acid